methyl (E)-3-(1-methyl-5-((E)-3-oxo-3-(pyridin-4-yl)prop-1-en-1-yl)-1H-pyrrol-2-yl)acrylate CN1C(=CC=C1\C=C\C(C1=CC=NC=C1)=O)/C=C/C(=O)OC